C[C@H]1O[C@H](CNC1)CO ((2R,6R)-6-methylmorpholin-2-yl)methanol